7-(2,5-diphenyloxazol-4-yl)-3-isopropyl-6,7-dihydro-1,7-naphthyridin-8(5H)-one C1(=CC=CC=C1)C=1OC(=C(N1)N1CCC=2C=C(C=NC2C1=O)C(C)C)C1=CC=CC=C1